CC1(CCC(CC1)N1CCC2(CC1)C(N(CC1=CC=CC=C12)CCNNS(=O)=O)=O)C N-(2-(1'-(4,4-dimethyl-cyclohexyl)-3-oxo-1H-spiro[isoquinoline-4,4'-piperidin]-2(3H)-yl)ethyl)amino-sulfonamide